2-[4-[(E)-3-(2,4-Dimethoxyphenyl)-3-oxoprop-1-enyl]-2-methoxyphenoxy]acetic acid COC1=C(C=CC(=C1)OC)C(/C=C/C1=CC(=C(OCC(=O)O)C=C1)OC)=O